FC=1C(=C(C#N)C(=CC1)OCC1=CC=C(C=C1)OC)I 3-fluoro-2-iodo-6-((4-methoxybenzyl)oxy)benzonitrile